NC1=CC(=C(C=C1)C(=O)C=1NC=2C=CC3=C(C2C1)C=CC=C3)F (4-amino-2-fluoro-phenyl)-(3H-benzo[e]indol-2-yl)-methanone